BrC1=C(N=C2N(C1=O)C=CC=C2C2=CC=C(C(=O)N[C@@H]1COCCC1)C=C2)C(F)(F)F 4-(3-bromo-4-oxo-2-(trifluoromethyl)-4H-pyrido[1,2-a]pyrimidin-9-yl)-N-((3S)-tetrahydro-2H-pyran-3-yl)benzamide